5-chloro-2-(4,4-difluoroazepan-1-yl)-N-(4-fluoro-3-(N'-hydroxycarbamimidoyl)phenyl)-6-(pyrrolidinyl)nicotinamide ClC=1C(=NC(=C(C(=O)NC2=CC(=C(C=C2)F)C(N)=NO)C1)N1CCC(CCC1)(F)F)N1CCCC1